NC1=C2C(=NC=N1)N(N=C2C2=CC=C(C=C2)OC2=CC=CC=C2)[C@H]2CN(CCC2)C(\C=C\CN(C)C)=O (R,E)-1-(3-(4-amino-3-(4-phenoxyphenyl)-1H-pyrazolo[3,4-d]pyrimidin-1-yl)piperidin-1-yl)-4-(dimethylamino)but-2-en-1-one